S1C2=C(C=C1C1=CN=CC3=C1SCCN3S(=O)(=O)C3=CC=C(C#N)C=C3)C=CC=C2 4-((8-(benzo[b]thiophen-2-yl)-2,3-dihydro-4H-pyrido[4,3-b][1,4]thiazin-4-yl)sulfonyl)benzonitrile